tert-Butyl [1-(4-{[(2S,4R)-2-methyl-1-propionyl-1,2,3,4-tetrahydroquinolin-4-yl]amino}benzoyl)azetidin-3-yl]carbamate C[C@@H]1N(C2=CC=CC=C2[C@@H](C1)NC1=CC=C(C(=O)N2CC(C2)NC(OC(C)(C)C)=O)C=C1)C(CC)=O